(5-amino-1-{6-[(2,6-difluorophenyl)oxy]-4-methylpyridin-3-yl}pyrazol-4-yl)[6-(hydroxymethyl)-7-(oxetan-3-yl)-6,7,8,9-tetrahydro-3H-pyrrolo[3,2-f]isoquinolin-2-yl]methanone NC1=C(C=NN1C=1C=NC(=CC1C)OC1=C(C=CC=C1F)F)C(=O)C1=CC2=C3CCN(C(C3=CC=C2N1)CO)C1COC1